4-[3-[4-[(8aR)-3,4,6,7,8,8a-Hexahydro-1H-pyrrolo[1,2-a]pyrazin-2-yl]-2,6-dichloro-benzoyl]-2,4-dihydro-1,3-benzoxazin-8-yl]-5-fluoro-2-(3-oxa-8-azabicyclo[3.2.1]octan-8-yl)benzoic acid C1[C@@H]2N(CCN1C1=CC(=C(C(=O)N3COC4=C(C3)C=CC=C4C4=CC(=C(C(=O)O)C=C4F)N4C3COCC4CC3)C(=C1)Cl)Cl)CCC2